[Ir]Cl.C1=CCCC=CCC1.C1=CCCC=CCC1 bis(1,5-cyclooctadiene) iridium(I) chloride